4-((6-(acryloyloxy)nonyl)oxy)benzoic acid C(C=C)(=O)OC(CCCCCOC1=CC=C(C(=O)O)C=C1)CCC